ethyl-2-((2-((3,4-dimethoxyphenyl)amino)ethyl)thio)-1H-imidazole-4-carboxylic acid ethyl ester C(C)OC(=O)C=1N=C(N(C1)CC)SCCNC1=CC(=C(C=C1)OC)OC